C(CCC)C1=C(N=C(N1)C)CC(CCC)O butyl-2-hydroxypentyl-2-methylimidazole